The molecule is a dipeptide composed of 3-{[(2E)-4-methoxy-4-oxobut-2-enoyl]amino}alanine and L-valine joined by peptide linkages. It has a role as a metabolite. It is a dipeptide, a dicarboxylic acid monoester and a methyl ester. It derives from a L-valine and a 3-aminoalanine. CC(C)[C@@H](C(=O)O)NC(=O)C(CNC(=O)/C=C/C(=O)OC)N